OC(C)(C)C=1C=C(C=CC1)C=1C=C2C=CN(C2=C(C1)C(=O)NCC1=CC=C(C(=O)O)C=C1)CC1=CC=C(C=C1)C(F)(F)F 4-((5-(3-(2-Hydroxy-prop-2-yl)phenyl)-1-(4-(trifluoromethyl)benzyl)-1H-indol-7-amido)methyl)benzoic acid